3,4-dihydroxybenzoic acid methyl ester COC(C1=CC(=C(C=C1)O)O)=O